potassium dichromate heptaoxide [Cr](=O)(=O)([O-])(O[Cr](=O)(=O)[O-])(=O)(=O)(=O)(=O)(=O)(=O)=O.[K+].[K+]